6-amino-7-(4-bromophenyl)-9-{1-[2-(piperidin-4-yl)ethyl]piperidin-4-yl}purin-8-one hydrochloride Cl.NC1=C2N(C(N(C2=NC=N1)C1CCN(CC1)CCC1CCNCC1)=O)C1=CC=C(C=C1)Br